propylene carbonate acrylate ([1,3-dioxolan-2-on-4-yl]methyl-acrylate) O1C(OC(C1)CC(C(=O)O)=C)=O.C(C=C)(=O)O.C1(OCC(C)O1)=O